5-(isopentenylmethyl)-2-thiouridine C(CC(=C)C)CC=1C(NC(N([C@H]2[C@H](O)[C@H](O)[C@@H](CO)O2)C1)=S)=O